C(=C)(C)[C@@H]1CC=C2[C@]([C@@H](CC=3N=C(SC32)C3CCC(CC3)C(=O)OC(C)(C)C)C)(C1)C tert-Butyl 4-[(5R,5aS,7R)-7-isopropenyl-5,5a-dimethyl-5,6,7,8-tetrahydro-4H-benzo[g][1,3]benzothiazol-2-yl]cyclohexanecarboxylate